N-(6-(difluoromethyl)pyridin-3-yl)-6-(1H-imidazol-1-yl)-4-(2-methoxyethoxy)pyridineamide FC(C1=CC=C(C=N1)NC(=O)C1=NC(=CC(=C1)OCCOC)N1C=NC=C1)F